2-(3-(2-chloro-4-morpholinofuro[3,2-d]pyrimidin-6-yl)-5-methyl-1H-pyrazol-1-yl)-N,N-dimethylethan-1-amine ClC=1N=C(C2=C(N1)C=C(O2)C2=NN(C(=C2)C)CCN(C)C)N2CCOCC2